ClC1=CC(=C(C=C1)C1=NC(=CC=2N=C(N(C(C21)=O)C)C)N2C[C@H](OCC2)C=2OC(=NN2)C)F 5-(4-chloro-2-fluoro-phenyl)-2,3-dimethyl-7-((2S)-2-(5-methyl-1,3,4-oxadiazol-2-yl)-4-morpholinyl)pyrido-[4,3-d]pyrimidin-4(3H)-one